3-bromo-2,3-diiodo-2-propenylethylcarbamate BrC(C=CC(CNC([O-])=O)I)I